trioctyl-(dodecyl)phosphine iodide [I-].C(CCCCCCC)P(CCCCCCCCCCCC)(CCCCCCCC)CCCCCCCC